(4-(4-chlorophenyl)-1,3-thiazol-2-yl)guanidine 3,6-dimethylundec-5-en-1-yl-acetate CC(CCCC(=O)O)CC=C(CCCCC)C.ClC1=CC=C(C=C1)C=1N=C(SC1)NC(=N)N